pyrimidin-5-yl 3,6-dichloro-2-methoxybenzoate ClC=1C(=C(C(=O)OC=2C=NC=NC2)C(=CC1)Cl)OC